(vinylsiloxy)silane C(=C)[SiH2]O[SiH3]